C1(CC1)C1=NC=NC(=C1C=1N=C2CCCC=3C2=C(N1)N(N3)CC3=CC=C(C=C3)C=3N(C=C(N3)C(F)(F)F)C(C)C)OC([2H])([2H])[2H] 4-(4-cyclopropyl-6-(methoxy-d3)pyrimidin-5-yl)-2-(4-(1-isopropyl-4-(trifluoromethyl)-1H-imidazol-2-yl)benzyl)-2,6,7,8-tetrahydropyrazolo[3,4,5-de]quinazoline